O1CCC(CC1)C(=O)N1CCC(=CC1)C#C[Si](C)(C)C (tetrahydro-2H-pyran-4-yl)(4-((trimethylsilyl)ethynyl)-3,6-dihydropyridin-1(2H)-yl)methanone